FC1(CN(C1)C1=CC=CC=2N(C(N(C21)C)=O)C2C(N(C(CC2)=O)CC2=CC=C(C=C2)OC)=O)CN2CCN(CC2)C(=O)OCC2=CC=CC=C2 1-Benzyl 4-[[3-fluoro-1-[1-[1-[(4-methoxyphenyl)methyl]-2,6-dioxo-3-piperidyl]-3-methyl-2-oxo-benzimidazol-4-yl]azetidin-3-yl]methyl]piperazine-1-carboxylate